COCCN1C[C@H]([C@@H](C1)C1=CC(=CC=C1)C(F)(F)F)NC(=O)NC1=CC(=NN1C)C1=CC=CC=C1 1-((3S,4R)-1-(2-methoxyethyl)-4-(3-(trifluoromethyl)phenyl)pyrrolidin-3-yl)-3-(1-methyl-3-phenyl-1H-pyrazol-5-yl)urea